FC=1N=C(SC1CN1CC(CC1)C(C)C1=NC=C(C=N1)F)NC(C)=O N-(4-fluoro-5-((3-(1-(5-fluoropyrimidin-2-yl)ethyl)pyrrolidin-1-yl)methyl)thiazol-2-yl)acetamide